CC1(OB(OC1(C)C)C=1C=C2COC(C2=CC1)=O)C 5-(4,4,5,5-tetramethyl-1,3,2-dioxaborolan-2-yl)isobenzofuran-1(3H)-one